C(C)(C)(C)OC(=O)N1CCN(CC1)C(NC1=CC2=CC=C(C=C2C=C1)CCCCCCCC)=O.O1COC2=C1C=CC(=C2)CCC(=O)NC=2N=C(SC2)C#C 3-(Benzo[d][1,3]dioxol-5-yl)-N-(2-ethynyl-thiazol-4-yl)propanamide tert-butyl-4-((6-octylnaphthalen-2-yl)carbamoyl)piperazine-1-carboxylate